COC=1C=C(C=CC1N1N=C(C=2C=NC(=CC21)C=2C=NN1C2N=CC=C1)C)NS(=O)(=O)CC(=O)N 2-(N-(3-methoxy-4-(3-methyl-6-(pyrazolo[1,5-a]pyrimidin-3-yl)-1H-pyrazolo[4,3-c]pyridin-1-yl)phenyl)sulfamoyl)acetamide